3-(tert-butyl)-N-(2-methyl-4-(6-(tetrahydro-2H-pyran-4-yl)pyrrolo[2,1-f][1,2,4]triazin-4-yl)benzyl)-1,2,4-oxadiazole-5-carboxamide trifluoroacetate FC(C(=O)O)(F)F.C(C)(C)(C)C1=NOC(=N1)C(=O)NCC1=C(C=C(C=C1)C1=NC=NN2C1=CC(=C2)C2CCOCC2)C